CC(C)(COP(=O)(O)OP(=O)(O)OC[C@@H]1[C@H]([C@H]([C@@H](O1)N2C=NC3=C(N=CN=C32)N)O)OP(=O)(O)O)[C@H](C(=O)NCCC(=O)NCCSC(=O)[C@@H]4CSC(=N4)C5=NC6=C(S5)C=C(C=C6)O)O The molecule is an acyl-CoA that results from the formal condensation of the thiol group of coenzyme A with the carboxy group of L-firefly luciferin. It derives from an ent-Photinus luciferin. It is a conjugate acid of a L-firefly luciferyl-CoA(3-).